lithium (N,N-dimethylsulfamoyl)(S-fluoro-N-((trifluoromethyl)sulfonyl)sulfonimidoyl)amide CN(S(=O)(=O)[N-]S(=O)(=NS(=O)(=O)C(F)(F)F)F)C.[Li+]